N'-Hydroxy-4-((4-methoxybenzyl)oxy)-6-((5-(4-(trifluoromethyl)phenyl)oxazol-2-yl)amino)pyridazine-3-carboximidamide ON=C(N)C=1N=NC(=CC1OCC1=CC=C(C=C1)OC)NC=1OC(=CN1)C1=CC=C(C=C1)C(F)(F)F